NC1=NC=2C=CC(=CC2C2=C1[C@H](OC2)C)C(=O)N2[C@@H](COC[C@@H]2C)C=2N=NC(=CC2)OC(F)F ((3R)-4-amino-3-methyl-1,3-dihydrofuro[3,4-c]quinolin-8-yl)((3R,5S)-3-(6-(difluoromethoxy)-3-pyridazinyl)-5-methyl-4-morpholinyl)methanone